S(N)(=O)(=O)C=1C=C(C=CC1)NC(C1=C(C=C(C=C1)C(F)(F)F)OC1=CC=C(C=C1)OC(F)(F)F)=O N-(3-sulfamoylphenyl)-2-(4-(trifluoromethoxy)phenoxy)-4-(trifluoromethyl)benzamide